N1=CC=C(C2=CC=CC=C12)C1(OC(=C(C1=O)O)N)C 2-(4-quinolinyl)-2-methyl-4-hydroxy-5-amino-3(2H)-furanone